Cl.Cl.COC1=CC(=NC=C1N1C[C@@H](NCC1)COC)N 4-methoxy-5-((R)-3-methoxymethyl-piperazin-1-yl)-pyridin-2-ylamine dihydrochloride